NC\C=C(\CN1N=NC2=C1C=C(C=C2C2=CC(=CC=C2)S(=O)(=O)CC)C(=O)OC)/F Methyl (Z)-1-(4-amino-2-fluorobut-2-en-1-yl)-4-(3-(ethylsulfonyl)phenyl)-1H-benzo[d][1,2,3]triazole-6-carboxylate